C(C)C1=C(C=C2C=C(N=CC2=C1)NC(=O)[C@H]1CC12CCOCC2)N2CCN(CC2)[C@]2(COC[C@H]2O)C (S)-N-(7-ethyl-6-(4-(4-(3S,4S)-hydroxy-3-methyltetrahydrofuran-3-yl)piperazin-1-yl)isoquinolin-3-yl)-6-oxaspiro[2.5]octane-1-carboxamide